(S)-N-((S)-1-cyclohexyl-2-oxo-2-(4-(pyrazolo[1,5-a]pyridine-5-carbonyl)piperazin-1-yl)-ethyl)-2-(methyl-amino)propanamide C1(CCCCC1)[C@@H](C(N1CCN(CC1)C(=O)C1=CC=2N(C=C1)N=CC2)=O)NC([C@H](C)NC)=O